N-[2-[(1-Cyano-1-methylethyl)carbamoyl]-4-pyridyl]-3-oxo-4H-1,4-benzoxazin C(#N)C(C)(C)NC(=O)C1=NC=CC(=C1)N1C(COC2=C1C=CC=C2)=O